2-(5-fluoro-2-hydroxyphenyl)benzimidazole FC=1C=CC(=C(C1)C=1NC2=C(N1)C=CC=C2)O